4-chloro-N-(cyclopropylmethyl)-3-nitrobenzamide ClC1=C(C=C(C(=O)NCC2CC2)C=C1)[N+](=O)[O-]